3-(4-((1,1-dioxidotetrahydro-2H-thiopyran-4-yl)amino)-1-(2,2,2-trifluoroethyl)-1H-indol-2-yl)-N-methylbenzamide O=S1(CCC(CC1)NC1=C2C=C(N(C2=CC=C1)CC(F)(F)F)C=1C=C(C(=O)NC)C=CC1)=O